ClC=1C(=NC(=NC1)NCCC#N)C1=CC=C2CN(C(C2=C1)=O)CC(=O)N[C@H](C)C1=CC(=CC=C1)OC 2-(6-{5-chloro-2-[(2-cyanoethyl)amino]-pyrimidin-4-yl}-1-oxo-2,3-dihydro-1H-isoindol-2-yl)-N-[(1R)-1-(3-methoxyphenyl)-ethyl]acetamide